C(C)C1OC(C(=C1C)O)=O 2-ethyl-4-hydroxy-3-methyl-5(2H)-furanone